FC(C=1C=C(C=CC1F)N1C2=C(C(=C1)S(=O)(=O)CF)[C@@H](C(C2)(F)F)O)F (S)-1-(3-(difluoromethyl)-4-fluorophenyl)-5,5-difluoro-3-((fluoromethyl)sulfonyl)-1,4,5,6-tetrahydro-cyclopenta[b]pyrrol-4-ol